OC=1C(NC=NC1)=O 5-hydroxypyrimidin-4(3H)-one